FC=1C=NN(C1)C1=CC=C(C=N1)[C@H](C)N1CCNC2(C1)CCNCC2 (S)-4-(1-(6-(4-fluoro-1H-pyrazol-1-yl)pyridin-3-yl)ethyl)-1,4,9-triazaspiro[5.5]undecane